Cl.CC1=CC=C(N=N1)C(C)N 1-(6-methylpyridazin-3-yl)ethylamine hydrochloride